[Na].N1=C(C=CC=C1)S=O 2-pyridinethiol oxide sodium salt